C(C1=CC=CC=C1)NC1=C2C(=NC(=N1)C=1C=CC(=C(C1)C(C)O)Br)N(N=C2CCC)C 1-(5-(4-(benzylamino)-1-methyl-3-propyl-1H-pyrazolo[3,4-d]pyrimidin-6-yl)-2-bromophenyl)ethan-1-ol